C1N(CCC2=CC=CC=C12)C1CC(CC1O)NC(=O)C1=NC=NC(=C1)NC1COC1 N-(3-(3,4-dihydroisoquinolin-2(1H)-yl)-4-hydroxycyclopentyl)-6-(oxetan-3-ylamino)pyrimidine-4-carboxamide